tert-butyl (5S)-5-(((tert-butyldiphenylsilyl)oxy)methyl)-3-methyl-2-oxopyrrolidine-1-carboxylate [Si](C1=CC=CC=C1)(C1=CC=CC=C1)(C(C)(C)C)OC[C@@H]1CC(C(N1C(=O)OC(C)(C)C)=O)C